2-hydroxyspiro[3.3]heptane-6-carboxylic acid OC1CC2(C1)CC(C2)C(=O)O